[Li].FC(F)(F)S(=O)(=O)O.FC(F)(F)S(=O)(=O)O bis(trifluoromethyl-sulfonic acid) lithium